[Cl-].[Cl-].CC1=C(C(C=C1C)C)[Zr+2]C1=C(C(=CC1C)C)C bis(2,3,5-trimethyl-1-cyclopentadienyl)zirconium dichloride